N2,N4-bis(4,4-difluorocyclohexyl)-N2-methyl-6-(3-(trifluoromethyl)-1H-pyrazol-4-yl)-1,3,5-triazine-2,4-diamine FC1(CCC(CC1)N(C1=NC(=NC(=N1)NC1CCC(CC1)(F)F)C=1C(=NNC1)C(F)(F)F)C)F